C(C)(C)(C)NC1=NC=C2N=C(N(C2=N1)C1CNCC1)NC1=CC=C(C=C1)Cl N2-tert-butyl-N8-(4-chlorophenyl)-9-(pyrrolidin-3-yl)-9H-purine-2,8-diamine